FC(CC=1C(=NC(=NC1)N)OC)CF 5-(2,3-difluoropropyl)-4-methoxy-pyrimidin-2-amine